BrC=1C=C(C=C(C1)Br)C=1NC=2C(=C3C=CC=NC3=C3N=CC=CC23)N1 2-(3,5-dibromophenyl)-imidazo[4,5-f]-1,10-phenanthroline